4-(8-methyl-5H-imidazo[5,1-a]isoindol-5-yl)tetrahydrofuran-3-ol tert-butyl-[trans-4-(4-methyl-5-{[3-(propan-2-yl)phenoxy]methyl}-4H-1,2,4-triazol-3-yl)cyclohexyl]carbamate C(C)(C)(C)N(C(=O)OC1COCC1C1N2C(C3=CC(=CC=C13)C)=CN=C2)[C@@H]2CC[C@H](CC2)C2=NN=C(N2C)COC2=CC(=CC=C2)C(C)C